((1R,5S,6s)-6-((4-(2-aminopropan-2-yl)-6-(4-fluorophenyl)pyridin-2-yl)oxy)-3-azabicyclo[3.1.0]hexan-3-yl)(5-methyl-2-(pyrimidin-2-yl)-2H-1,2,3-triazol-4-yl)methanone NC(C)(C)C1=CC(=NC(=C1)C1=CC=C(C=C1)F)OC1[C@@H]2CN(C[C@H]12)C(=O)C1=NN(N=C1C)C1=NC=CC=N1